N-methyl-1-(2-methyl-1,3-dioxolan-2-yl)methylamine CNCC1(OCCO1)C